N-(2-(7-fluoro-5-methoxy-1H-indol-3-yl)ethyl)-N-isopropyl-2-methylpropan-1-amine FC=1C=C(C=C2C(=CNC12)CCN(CC(C)C)C(C)C)OC